4-(1-(4-(Trifluoromethoxy)phenyl)-1H-1,2,4-triazol-3-yl)phenethyl (Z)-(3-(2-(sec-butoxy)-5-methylphenyl)-4-oxothiazolidin-2-ylidene)carbamate C(C)(CC)OC1=C(C=C(C=C1)C)N1/C(/SCC1=O)=N/C(OCCC1=CC=C(C=C1)C1=NN(C=N1)C1=CC=C(C=C1)OC(F)(F)F)=O